BrC(C(=O)OC(C)(C)C)CCBr tert-butyl 2,4-dibromobutanoate